7-(3-(2,3-dihydro-1H-pyrido[2,3-b][1,4]oxazin-1-yl)-7,8-dihydro-1,6-naphthyridin-6(5H)-yl)-8-methyl-4H-pyrimido[1,2-b]pyridazin-4-one N1(C2=C(OCC1)N=CC=C2)C=2C=NC=1CCN(CC1C2)C=2C(=CC=1N(N2)C(C=CN1)=O)C